(2R,4R)-4-((6-(azetidin-1-yl)-5-fluoro-2-((5-methyl-1H-pyrazol-3-yl)amino)pyrimidin-4-yl)methyl)-1-(3-chloro-2-fluorobenzyl)-2-ethylpiperidine-4-carboxylic acid N1(CCC1)C1=C(C(=NC(=N1)NC1=NNC(=C1)C)C[C@@]1(C[C@H](N(CC1)CC1=C(C(=CC=C1)Cl)F)CC)C(=O)O)F